octyl laurate hydroxystearate OC(C(=O)O)CCCCCCCCCCCCCCCC.C(CCCCCCCCCCC)(=O)OCCCCCCCC